Methyl 6-hydroxy-9-(N-phenylsulfamoyl)-[1,2,4]triazolo[5,1-a]isoquinoline-5-carboxylate OC1=C(N2C(C3=CC(=CC=C13)S(NC1=CC=CC=C1)(=O)=O)=NC=N2)C(=O)OC